N-((1H-indazol-3-yl)methyl)-1-(5-(5-chloro-2-methoxypyridin-4-yl)-1H-pyrazole-3-carbonyl)piperidine-4-carboxamide N1N=C(C2=CC=CC=C12)CNC(=O)C1CCN(CC1)C(=O)C1=NNC(=C1)C1=CC(=NC=C1Cl)OC